1,2-oxathiolane O1SCCC1